tert-butyl 4-{6-cyclopropylpyrazolo[1,5-a]pyridin-3-yl}piperazine-1-carboxylate C1(CC1)C=1C=CC=2N(C1)N=CC2N2CCN(CC2)C(=O)OC(C)(C)C